C1(CC1)CC=1C=C(C=C(C1)C=O)CC#N 2-(3-(Cyclopropylmethyl)-5-formylphenyl)acetonitrile